2-FLUOROPHENETHYLISOCYANIDE FC1=C(CC[N+]#[C-])C=CC=C1